5-(((6-chloro-5-fluoropyridin-2-yl)amino)methylene)-2,2-dimethyl-1,3-dioxane-4,6-dione ClC1=C(C=CC(=N1)NC=C1C(OC(OC1=O)(C)C)=O)F